5'-Tosyl-Adenosine S(=O)(=O)(C1=CC=C(C)C=C1)C([C@@H]1[C@H]([C@H]([C@@H](O1)N1C=NC=2C(N)=NC=NC12)O)O)O